CN1C=NC(=C1)C(=O)N1CCC(CC1)CCCCNC(=O)C=1C=CC=2N(C1)C=CN2 N-(4-{1-[(1-methyl-1H-imidazol-4-yl)carbonyl]piperidin-4-yl}butyl)imidazo[1,2-a]pyridine-6-carboxamide